Carboxydecyl-Trisiloxane C(=O)(O)CCCCCCCCCC[SiH2]O[SiH2]O[SiH3]